N1C=C(C=C1)C(=O)O.C[C@]12CC(C[C@](CCC1)(N2)C)N(C2=CC=C(N=N2)C2=CC(=C(C=C2O)C2=CC(NC=C2)=O)F)C 4-(4-(6-(((1R,3s,5S)-1,5-dimethyl-9-azabicyclo[3.3.1]nonan-3-yl)(methyl)amino)pyridazin-3-yl)-2-fluoro-5-hydroxyphenyl)pyridin-2(1H)-one azole-3-carboxylate